C(=O)(OCC1C2=CC=CC=C2C2=CC=CC=C12)N[C@@](CCCCN)(C(=O)O)C Fmoc-α-methyl-lysine